C1(=C(C=CC=C1)S(=O)C1CCN(CC1)C(C)=O)C 1-(4-(o-tolylsulfinyl)piperidin-1-yl)ethanone